tert-butyl (5-((3-(chlorosulfonyl)-6-methylpyridin-2-yl)oxy)pentyl)(4,4-difluorocyclohexyl)carbamate ClS(=O)(=O)C=1C(=NC(=CC1)C)OCCCCCN(C(OC(C)(C)C)=O)C1CCC(CC1)(F)F